5-(2-chloro-5-(isobutyrylaminomethyl)benzoylamino)-1-(ethoxymethyl)-N-(4-(trifluoromethyl)phenyl)-1H-indole-2-carboxamide ClC1=C(C(=O)NC=2C=C3C=C(N(C3=CC2)COCC)C(=O)NC2=CC=C(C=C2)C(F)(F)F)C=C(C=C1)CNC(C(C)C)=O